C(C)(C)(C)C=1SC(=C(N1)C=1C(=C(C=CC1)NS(=O)(=O)C1=C(C=C(C=C1F)CNC)F)F)C1=NC(=NC=C1)NC1CCN(CC1)S(=O)(=O)C N-(3-(2-(tert-Butyl)-5-(2-((1-(methylsulfonyl)piperidin-4-yl)amino)pyrimidin-4-yl)thiazol-4-yl)-2-fluorophenyl)-2,6-difluoro-4-((methylamino)methyl)benzenesulfonamide